C(CN1C(C(NC(C1)(C)C)(C)C)=O)N1C(C(NC(C1)(C)C)(C)C)=O (1,2-ethane-di-yl)-bis-(3,3',5,5'-tetramethyl-piperazinone)